C(C)(=O)OC1(CC1)C1=NC2=C(N1C1CC(C1)(C)O)C(=CC(=C2)Br)C(F)(F)F 1-(5-bromo-1-((cis)-3-hydroxy-3-methylcyclobutyl)-7-(trifluoromethyl)-1,3-benzodiazol-2-yl)cyclopropyl acetate